4-(2-cyano-7-((5-cyclopropyl-7-methyl-1H-indol-4-yl)methyl)-7-azaspiro[3.5]nonan-6-yl)-N-((S)-piperidin-3-yl)benzamide C(#N)C1CC2(C1)CC(N(CC2)CC2=C1C=CNC1=C(C=C2C2CC2)C)C2=CC=C(C(=O)N[C@@H]1CNCCC1)C=C2